5-ethynyl-6-fluoro-4-(8-fluoro-2-(((2R,7aS)-2-fluorotetrahydro-1H-pyrrolizin-7a(5H)-yl)methoxy)-4-((S)-2-methyl-1,4-oxazepan-4-yl)pyrido[4,3-d]pyrimidin-7-yl)naphthalen-2-ol C(#C)C1=C2C(=CC(=CC2=CC=C1F)O)C1=C(C=2N=C(N=C(C2C=N1)N1C[C@@H](OCCC1)C)OC[C@]12CCCN2C[C@@H](C1)F)F